10-hydroxy-1-(2-hydroxy-3,4-dimethoxy-6-methylphenyl)-1-decanone OCCCCCCCCCC(=O)C1=C(C(=C(C=C1C)OC)OC)O